CC(C[C@@H](C(=O)NC(CC)C=O)NC)C 3-((S)-4-methyl-2-(methylamino)pentanamido)-4-oxobutane